6,7-dihydro-5H-cyclopenta[b]pyridine-3-sulfonamide N1=C2C(=CC(=C1)S(=O)(=O)N)CCC2